2-Tetradecan-2-ylbenzene-1,3-diol CC(CCCCCCCCCCCC)C1=C(C=CC=C1O)O